CC(CCCC1CCC(CC1)C(=O)[O-])CCCC(C)C 4-(4,8-dimethylnonyl)cyclohexanecarboxylate